ClC=1C=C(C=CC1C)C=1NC(C=2N(C1)N=C(C2C2CC2)C(=O)O)=O 6-(3-Chloro-4-methylphenyl)-3-cyclopropyl-4-oxo-4,5-dihydropyrazolo[1,5-a]pyrazine-2-carboxylic acid